2,6-Dichloro-3-{[(2,2-dimethylpropionyl)amino]methyl}-N-{1-[3-(trifluoromethoxy)phenyl]-1H-indazol-4-yl}benzamide ClC1=C(C(=O)NC2=C3C=NN(C3=CC=C2)C2=CC(=CC=C2)OC(F)(F)F)C(=CC=C1CNC(C(C)(C)C)=O)Cl